C[C@H]1N(CC[C@@H]1NC)C(=O)OC(C)(C)C tert-butyl (2R,3S)-2-methyl-3-(methylamino)pyrrolidine-1-carboxylate